acetamidomalonic acid diethyl ester C(C)OC(C(C(=O)OCC)NC(C)=O)=O